2'-(7,7-Dimethylspiro[furo[3,4-b]pyridine-5,4'-piperidine]-1'-yl)spiro[indane-2,5'-oxazole]-4'-one CC1(OC2(CCN(CC2)C=2OC3(C(N2)=O)CC2=CC=CC=C2C3)C=3C1=NC=CC3)C